C(C)(C)(C)OC(=O)N1C(CNCC1)C(=O)C1CC(C1)C1=CC=CC=2N(C(N(C21)C)=O)C2C(N(C(CC2)=O)CC2=CC=C(C=C2)OC)=O [3-[1-[1-[(4-methoxyphenyl)methyl]-2,6-dioxo-3-piperidinyl]-3-methyl-2-oxo-benzoimidazol-4-yl]cyclobutanecarbonyl]piperazine-1-carboxylic acid tert-butyl ester